C(CCC)[C@]1(NS(C2=C(N(C1)C1=CC=CC=C1)C=C(C(=C2)CSCC(=O)O)SC)(=O)=O)CC (R)-2-(((3-butyl-3-ethyl-7-(methylthio)-1,1-dioxido-5-phenyl-2,3,4,5-tetrahydro-1,2,5-benzothiadiazepin-8-yl)methyl)thio)acetic acid